NC1=NC=C(C=N1)N 2,5-diaminopyrimidin